N-(3-((5-(1-(N-benzylacetamido)ethyl)-2-((1-methyl-1H-pyrazol-4-yl)amino)pyrimidin-4-yl)amino)phenyl)acrylamide C(C1=CC=CC=C1)N(C(C)=O)C(C)C=1C(=NC(=NC1)NC=1C=NN(C1)C)NC=1C=C(C=CC1)NC(C=C)=O